C(C)OC(=O)[C@H]1[C@@H](C1)C1=NC(=CC=C1)Br |r| racemic-trans-ethyl-2-(6-bromopyridin-2-yl)cyclopropane-1-carboxylate